4-(6,7-dimethylpyrazolo[1,5-a]pyridin-3-yl)-8-fluoro-2,2-dimethyl-2H-benzo[e][1,3]thiazine CC=1C=CC=2N(C1C)N=CC2C2=NC(SC1=C2C=CC=C1F)(C)C